C(C=C)(=O)N[C@@H]1[C@@H](CCC1)NC(=O)C=1SC=2N=CC=C3N(C(NC1C23)=O)C=2C=NC(=CC2C)OC=2C=NC(=CC2)C N-((1R,2S)-2-Acrylamidocyclopentyl)-5-(4-methyl-6-((6-methylpyridin-3-yl)oxy)pyridin-3-yl)-4-oxo-4,5-dihydro-3H-1-thia-3,5,8-triazaacenaphthylene-2-carboxamide